COC=1C=C(C=CC(=O)O)C=CC1O 3-methoxy-4-hydroxycinnamic acid